NCC1=CN=C(S1)C=1C=NC(=NC1)NCC1(CCC1)C1=NC=CC=C1F {5-[5-(aminomethyl)(1,3-thiazol-2-yl)]pyrimidin-2-yl}{[(3-fluoro(2-pyridyl))cyclobutyl]methyl}amine